Methyl (S)-2-(5-(4-((1-(7-amino-2-(furan-2-yl)-[1,2,4]triazolo[1,5-a][1,3,5]triazin-5-yl)piperidin-3-yl)methyl)piperazin-1-yl)-2,4-difluorophenoxy)acetate NC1=NC(=NC=2N1N=C(N2)C=2OC=CC2)N2C[C@@H](CCC2)CN2CCN(CC2)C=2C(=CC(=C(OCC(=O)OC)C2)F)F